2-methyl-5-(3-((tetrahydro-2H-pyran-2-yl)oxy)quinolin-6-yl)-7-tosyl-7H-pyrrolo[2,3-d]pyrimidine-2,4-diamine CC1(N=C(C2=C(N1)N(C=C2C=2C=C1C=C(C=NC1=CC2)OC2OCCCC2)S(=O)(=O)C2=CC=C(C)C=C2)N)N